CC1(OC2=C(C1(C)C)C(C(CC2)C)=O)C 2,2,3,3,5-pentamethyl-3,5,6,7-tetrahydrobenzofuran-4(2H)-one